1,2-dimethyl-3-(4-methylbenzyl)imidazole CN1C(N(C=C1)CC1=CC=C(C=C1)C)C